C(C)(C)(C)OC(=O)NC1=C(SC(=C1)C1=CC2=C(N(C[C@H](N(S2(=O)=O)C)C2CCCCC2)C2=CC=CC=C2)C=C1F)C(=O)OC methyl (R)-3-((tert-butoxycarbonyl)amino)-5-(3-cyclohexyl-7-fluoro-2-methyl-1,1-dioxido-5-phenyl-2,3,4,5-tetrahydrobenzo[f][1,2,5]thiadiazepin-8-yl)thiophene-2-carboxylate